OCC1(C(NCCC1)=O)NC(=O)C1=C(OC2=C1C=C(C=C2)OCC2=NC=CC=C2)C N-(3-(hydroxymethyl)-2-oxopiperidin-3-yl)-2-methyl-5-(pyridin-2-ylmethoxy)benzofuran-3-carboxamide